2-(1-(9H-purin-6-ylamino)propyl)-5-fluoro-3-phenylquinazolin-4(3H)-one N1=CN=C2NC=NC2=C1NC(CC)C1=NC2=CC=CC(=C2C(N1C1=CC=CC=C1)=O)F